6-[(dimethylamino)methyl]-5-(oxolan-3-yl)pyridin-2-amine CN(C)CC1=C(C=CC(=N1)N)C1COCC1